C(C1=CC=CC=C1)N([C@H]1CNCC1)CC1=CC=CC=C1 (3R)-N,N-dibenzylpyrrolidin-3-amine